(4R)-N-[2,3-dimethoxy-6H,7H,8H-cyclopenta[b]1,5-naphthyridin-9-yl]azepan-4-amine COC=1N=C2C(=C3C(=NC2=CC1OC)CCC3)N[C@H]3CCNCCC3